dihydroxyethyl-tert-butanol OC(CCC(C)(C)O)O